(R)-N-(2-(4-(4-(Benzo[d]thiazol-2-ylthio)butoxy)phenyl)-2-hydroxyethyl)-N-methylacetamide S1C(=NC2=C1C=CC=C2)SCCCCOC2=CC=C(C=C2)[C@H](CN(C(C)=O)C)O